C(C)(C)(C)C1=CC=C(C=C1)N1C(N(C(C1)=O)CC1=CC(=C(OC(C(=O)O)(C)C)C(=C1)C)C)=O 2-(4-((3-(4-(tert-Butyl)phenyl)-2,5-dioxoimidazolin-1-yl)methyl)-2,6-dimethylphenoxy)-2-methylpropionic acid